3,6,6,8,9-pentamethyl-6a,7,8,9,10,10a-hexahydrobenzo[c]chromen-1-ol CC=1C=C(C=2C3C(C(OC2C1)(C)C)CC(C(C3)C)C)O